CN1N=CC(=C1)C1N(OCC1)C(=O)C1CCN(CC1)C1=NC=CC(=N1)C(=O)N 2-[4-[3-(1-Methylpyrazol-4-yl)isoxazolidine-2-carbonyl]-1-piperidyl]pyrimidine-4-carboxamide